FC1=CC=2C(C=C(OC2C2=C1N=C(N2C)C(F)(F)F)C2=CC=C(C#N)C=C2)=O 4-(4-fluoro-1-methyl-6-oxo-2-(trifluoromethyl)-1,6-dihydrochromeno[7,8-d]imidazol-8-yl)benzonitrile